OCC(CO)(CO)NC(NCCCCCC(=O)O)=O 6-(3-(1,3-dihydroxy-2-(hydroxymethyl)propan-2-yl)ureido)hexanoic acid